CN(C[C@@H](C)NC(=O)C=1N=CC2=C(N1)OC(CC2)C2=CC=CC1=CC=CC=C21)C N-((R)-1-(dimethylamino)propan-2-yl)-7-(naphthalen-1-yl)-6,7-dihydro-5H-pyrano[2,3-d]pyrimidine-2-carboxamide